N1=CC(=CC=C1)C=1C=C(C=CC1)N1NC(=CC(=N1)C1=CC(=CC=C1)C=1C=NC=CC1)C1=CC(=CC=C1)C=1C=NC=CC1 2,4,6-tris[3-(pyridin-3-yl)phenyl]-triazine